(1R,2R)-2-[(dimethylamino)methyl]-1-(3-methoxyphenyl)cyclohexan CN(C)C[C@H]1[C@@H](CCCC1)C1=CC(=CC=C1)OC